FC(OC1=C(C=CC=C1)C1=C(N=CO1)C(=O)NC1=CC(=CC=C1)C(F)(F)F)F 5-(2-(difluoromethoxy)phenyl)-N-(3-(trifluoromethyl)phenyl)oxazole-4-carboxamide